CN(C)CC1C=2C=CC=NC2CCN1C=O (5-((dimethylamino)methyl)-7,8-dihydro-1,6-naphthyridin-6(5H)-yl)methanone